2-chloro-4,6-difluorobenzo(d)thiazole ClC=1SC2=C(N1)C(=CC(=C2)F)F